2-(hydroxymethyl)propanol OCC(CO)C